BrC1=C(C=C2C(=NC(=NC2=C1F)Cl)N1CC(CC1)OC)Cl 7-bromo-2,6-dichloro-8-fluoro-4-(3-methoxytetrahydro-1H-pyrrol-1-yl)quinazoline